(R)-3-(4-amino-7-methyl-5-(4-(pyrrolidine-1-carbonyl)phenyl)-7H-pyrrolo[2,3-d]pyrimidin-6-yl)pyrrolidine-1-carbonitrile NC=1C2=C(N=CN1)N(C(=C2C2=CC=C(C=C2)C(=O)N2CCCC2)[C@H]2CN(CC2)C#N)C